[Sr].[Ba].[Sr].[Ba] barium strontium barium strontium